3,7-Dimethyl-1,6-nonadien-3-ol CC(C=C)(CCC=C(CC)C)O